FC=1C=C(C=CC1CSC1=CC=C(C=C1)C)B(O)O (3-FLUORO-4-([(4-METHYLPHENYL)SULFANYL]METHYL)PHENYL)BORANEDIOL